N,N-Diethyl-p-toluidin C(C)N(C1=CC=C(C=C1)C)CC